C1(CCCCC1)S(=O)(=O)N[C@@H](CC(C)C)C(=O)N (cyclohexanesulfonyl)-L-leucinamide